{7-[6-(1-hydroxypropyl)-4-methylpyridin-3-yl]-2,6-naphthyridin-3-yl}-2-methoxyacetamide OC(CC)C1=CC(=C(C=N1)C1=NC=C2C=C(N=CC2=C1)C(C(=O)N)OC)C